1-benzylpiperidin-2,2,6,6-d4-4-ol C(C1=CC=CC=C1)N1C(CC(CC1([2H])[2H])O)([2H])[2H]